C(C)OC(=O)C1=C(N=CN1N)Cl amino-4-chloro-1H-imidazole-5-carboxylic acid ethyl ester